1-(ethoxymethoxy)-2-iodo-3-methyl-5-(trifluoromethyl)benzene C(C)OCOC1=C(C(=CC(=C1)C(F)(F)F)C)I